3-(2-(bis(methyl-d3)amino)ethyl)-1H-indol-4-yl[1,4'-bipiperidine]-1'-carboxylate C([2H])([2H])([2H])N(CCC1=CNC2=CC=CC(=C12)OC(=O)N1CCC(CC1)N1CCCCC1)C([2H])([2H])[2H]